isocyanatomethylphenyl isocyanate N(=C=O)CC1=C(C=CC=C1)N=C=O